CNCCCCCCCCCCCCCCCCCCCC N-methylicosan-1-amine